NC1=C2C(=NC=C1)C=CS2 7-aminothieno[3,2-b]pyridine